1-(4-((6-amino-5-cyanopyrimidin-4-yl)oxy)phenyl)-3-(3-(tert-butyl)-1-(4-methoxyphenyl)-1H-pyrazol-5-yl)urea NC1=C(C(=NC=N1)OC1=CC=C(C=C1)NC(=O)NC1=CC(=NN1C1=CC=C(C=C1)OC)C(C)(C)C)C#N